1-(2,4,6-trisChlorophenyl)-1H-pyrrole-2,5-dione ClC1=C(C(=CC(=C1)Cl)Cl)N1C(C=CC1=O)=O